NC1=C(C=C(C=C1C(=O)N)\C=C\C(=O)NC1=CC=C(C=C1)OC)C1=CC=C(C=C1)S(N)(=O)=O (E)-2-amino-5-(3-((4-methoxyphenyl)amino)-3-oxoprop-1-en-1-yl)-4'-sulfamoyl-[1,1'-biphenyl]-3-carboxamide